C(#N)C=1C=C(C=2N(C1)C=C(N2)C(=O)N[C@@H]2CC[C@H](CC2)O)C2=C(C=CC=C2)OCC(F)(F)F 6-cyano-N-(trans-4-hydroxycyclohexyl)-8-(2-(2,2,2-trifluoroethoxy)phenyl)imidazo[1,2-a]pyridine-2-carboxamide